C(C)OC1=C(SC(=C1)C1=NC=NC(=C1)NCCN1C(=CC2=C(C=CC(=C12)F)OC)C)C(=N)NO 3-Ethoxy-5-{6-[2-(7-fluoro-4-methoxy-2-methyl-indol-1-yl)-ethylamino]-pyrimidin-4-yl}-N-hydroxy-thiophen-2-carboxamidin